5-[[(3S)-1-[2-Oxo-2-[(2S)-2-cyanopyrrolidin-1-yl]ethyl]pyrrolidin-3-yl]amino]chinolin-8-carbonitril O=C(CN1C[C@H](CC1)NC1=C2C=CC=NC2=C(C=C1)C#N)N1[C@@H](CCC1)C#N